O=C1NC(CCC1N1C(C2=CC=C(C=C2C1=O)N([C@@H]1[C@H](CCCC1)NC(OC(C)(C)C)=O)C)=O)=O tert-butyl ((1S,2S)-2-((2-(2,6-dioxopiperidin-3-yl)-1,3-dioxoisoindolin-5-yl)(methyl)amino)cyclohexyl)carbamate